CC=1C=CC(=C(C1)O)C=1C=2N(C(=NN1)N[C@H]1CN(CCC1)C)N=CC2 (R)-5-methyl-2-(7-((1-methylpiperidin-3-yl)amino)pyrazolo[1,5-d][1,2,4]triazin-4-yl)phenol